2-Phenoxyethylacrylat O(C1=CC=CC=C1)CCOC(C=C)=O